5-(4-methoxyphenyl)-1,4-di-p-toluenesulfonyl-1H-pyrazole COC1=CC=C(C=C1)C1=C(C=NN1S(=O)(=O)C1=CC=C(C)C=C1)S(=O)(=O)C1=CC=C(C)C=C1